(1R,2R)-N-(7-chloro-6-(1-((3S,4S)-4-hydroxy-3-methyltetrahydrofuran-3-yl)piperidin-4-yl)isoquinolin-3-yl)-2-(pyrimidin-5-yl)cyclopropane-1-carboxamide ClC1=C(C=C2C=C(N=CC2=C1)NC(=O)[C@H]1[C@@H](C1)C=1C=NC=NC1)C1CCN(CC1)[C@]1(COC[C@H]1O)C